2-chloro-3-((chlorotriphenyl-phosphanyl)methyl)pyridine ClC1=NC=CC=C1CP(C1=CC=CC=C1)(C1=CC=CC=C1)(C1=CC=CC=C1)Cl